(1r,2s,5r)-5-hydroxy-2-(methoxycarbonyl)-2-methylcyclohexane-1-carboxylic acid O[C@@H]1CC[C@]([C@@H](C1)C(=O)O)(C)C(=O)OC